4-(4-nitrophenyl)-1-(4-(trifluoromethoxy)phenyl)-1H-1,2,3-triazole [N+](=O)([O-])C1=CC=C(C=C1)C=1N=NN(C1)C1=CC=C(C=C1)OC(F)(F)F